4-(trifluoromethoxy)benzenesulfinyl chloride FC(OC1=CC=C(C=C1)S(=O)Cl)(F)F